2-chloro-N-(2,5-dihydroxyphenyl)acetamide ClCC(=O)NC1=C(C=CC(=C1)O)O